C(C)C=1N=C(C2=C(N1)SC(=C2)C)NCCCN(C)C [3-({2-ethyl-6-methylthieno[2,3-d]pyrimidin-4-yl}amino)propyl]dimethylamine